(benzyl)-D-serine C(C1=CC=CC=C1)N[C@H](CO)C(=O)O